O[C@H](C(=O)N1[C@@H]([C@H]2C([C@H]2C1)(C)C)C(=O)N[C@@H](C[C@H]1C(NCC1)=O)C(COC(F)(F)F)=O)CC (1r,2S,5S)-3-((S)-2-hydroxybutyryl)-6,6-dimethyl-N-((S)-3-oxo-1-((S)-2-oxopyrrolidin-3-yl)-4-(trifluoromethoxy)butan-2-yl)-3-azabicyclo[3.1.0]hexane-2-carboxamide